O.O.O.O.CN(CCCN=C(NCC)ON=C1C2=CC(=CC=C2C(C=2C=CC(=CC12)S(=O)(=O)N1CCCCCCC1)=NOC(NCC)=NCCCN(C)C)S(=O)(=O)N1CCCCCCC1)C 9,10-bis(N'-(3-(dimethylamino)propyl)-N-ethylcarbamimidoyloxyimino)-2,7-bis(azocane-1-ylsulfonyl)-9,10-dihydro-anthracene tetrahydrate